(S)-8-(5-chloro-3-fluoro-pyridin-2-yl)-5-(1-(4-chlorophenyl)ethyl)-N-isopropyl-6,9-dioxo-2,5,8-triazaspiro[3.5]nonane-2-carboxamide ClC=1C=C(C(=NC1)N1CC(N(C2(CN(C2)C(=O)NC(C)C)C1=O)[C@@H](C)C1=CC=C(C=C1)Cl)=O)F